tert-butyl 6-(4-(4-(benzo[d]thiazol-5-ylamino)quinolin-7-yl)-3-fluorobenzyl)-2,6-diazaspiro[3.3]heptane-2-carboxylate S1C=NC2=C1C=CC(=C2)NC2=CC=NC1=CC(=CC=C21)C2=C(C=C(CN1CC3(CN(C3)C(=O)OC(C)(C)C)C1)C=C2)F